C1(=CC=CC=C1)P(O)(=O)C(C1=C(C=C(C=C1C)C)C)=O.[Ca+] calcium (i) phenyl-(2,4,6-trimethylbenzoyl)phosphinic acid